C(N)(=N)C=1C=C(SC1)[C@@H](C)NC(=O)[C@H]1N(CC2(OCCO2)C1)C(CNC(=O)C=1C=CC=2C(C3=CC=CC=C3C2C1)(C)C)=O (S)-N-((R)-1-(4-carbamimidoylthiophen-2-yl)ethyl)-7-((9,9-dimethyl-9H-fluorene-3-carbonyl)glycyl)-1,4-dioxa-7-azaspiro[4.4]nonane-8-carboxamide